FCC(CN(CCC(C(=O)O)NC(=O)C1OCCC2=CC=CC=C12)CCCCC1=NC=2NCCCC2C=C1)OC 4-[[3-fluoro-2-methoxy-propyl]-[4-(5,6,7,8-tetrahydro-1,8-naphthyridin-2-yl)butyl]amino]-2-(isochromane-1-carbonylamino)butanoic acid